FC(CN1CC(C1)N1N=NC(=C1)C=1C=NC2=CC=C(C=C2C1NC(C)C)C=1C=NNC1)F 3-(1-(1-(2,2-difluoroethyl)azetidin-3-yl)-1H-1,2,3-triazol-4-yl)-N-isopropyl-6-(1H-pyrazol-4-yl)quinolin-4-amine